C(C1=CC=CC=C1)OC(=O)N[C@@H]([C@@H](C)CC)C(=O)N[C@@H](CC(C(=O)O)C(C)(C)C)C(=O)N[C@@H](C)C(=O)N[C@@H](CC(C)C)C=O N-benzyloxycarbonyl-isoleucyl-γ-t-butyl-glutamyl-alanyl-leucinal